2-Methyl-5-((1-methylazetidin-2-yl)methoxy)-N-(3-(7-(2-methyloxazol-5-yl)quinolin-5-yl)oxetan-3-yl)benzamide CC1=C(C(=O)NC2(COC2)C2=C3C=CC=NC3=CC(=C2)C2=CN=C(O2)C)C=C(C=C1)OCC1N(CC1)C